C(C)(=O)C1=CC=C2C(N(C(C2=C1)=O)CC1=NC=C(C=C1)Cl)(OC1CS(CC1)(=O)=O)C1=CC=C(C=C1)Cl 6-acetyl-3-(4-chlorophenyl)-2-((5-chloropyridin-2-yl)methyl)-3-((1,1-dioxotetrahydrothiophen-3-yl)oxy)isoindolin-1-one